gamma-aminopropyl-trimethyl-(ethoxy)silane NCCCC[Si](OCC)(C)C